tert-butyl (R)-4-(4-((1-(3-(difluoro(1-isopropylpiperidin-4-yl)methyl)phenyl)ethyl)amino)-7-oxo-7,8-dihydropyrido[2,3-d]pyrimidin-6-yl)piperidine-1-carboxylate FC(C=1C=C(C=CC1)[C@@H](C)NC=1C2=C(N=CN1)NC(C(=C2)C2CCN(CC2)C(=O)OC(C)(C)C)=O)(C2CCN(CC2)C(C)C)F